(2S,3S,4S,5R,6S)-3,4,5-Trihydroxy-6-(8-hydroxy-9-oxo-9H-xanthen-2-yloxy)-tetrahydro-pyran O[C@H]1CO[C@H]([C@@H]([C@H]1O)O)OC1=CC=2C(C3=C(C=CC=C3OC2C=C1)O)=O